The molecule is an O-acyl carbohydrate that is beta-D-glucose bearing a vanilloyl substituent at position 1. It derives from a vanillic acid and a 1-(3,4-dihydroxybenzoyl)-beta-D-glucopyranose. COC1=C(C=CC(=C1)C(=O)O[C@H]2[C@@H]([C@H]([C@@H]([C@H](O2)CO)O)O)O)O